C(CCC)[Sn](C=1N(N=NC1)C(C)C)(CCCC)CCCC tributyl-(3-isopropyltriazol-4-yl)stannane